C1(CC1)CN1C(CN(CC1)CC1=CC=2N=C(N=C(C2S1)N1CCOCC1)N1C(=NC2=C1C=CC=C2)CC)=O 1-(cyclopropylmethyl)-4-((2-(2-ethyl-1H-benzimidazol-1-yl)-4-morpholinylthieno[3,2-d]pyrimidin-6-yl)methyl)piperazin-2-one